((2-iodo-1,3-phenylene) bis(oxy) bis(1-((tert-butyldiphenylsilyl) oxy) butane-3,2-diyl)) dicarbamate C(N)(OC(CO[Si](C1=CC=CC=C1)(C1=CC=CC=C1)C(C)(C)C)C(C)OC=1C(=C(C=CC1)OC(C(CO[Si](C1=CC=CC=C1)(C1=CC=CC=C1)C(C)(C)C)OC(N)=O)C)I)=O